ClC1=CC=C(C=C1)C1OC(=C(C1=O)OS(=O)(=O)CC1=C(C(=CC=C1)F)F)N 2-(4-chlorophenyl)-4-[[2,3-difluorophenylmethylsulfonyl]oxy]-5-amino-3(2H)-furanone